C1(=C(C=CC=C1)N1N=CC(=C1C(F)(F)F)N)C 1-(o-tolyl)-5-(trifluoromethyl)-1H-pyrazol-4-amine